NC1=CC=CC(=N1)S(=O)(=O)NC(=O)C=1C(=NC(=CC1O)C1=CC(=CC(=C1)OCC(C)C)F)N1[C@H](CC[C@H]1C)C N-[(6-Amino-2-pyridyl)sulfonyl]-2-[(2S,5R)-2,5-dimethylpyrrolidin-1-yl]-6-(3-fluoro-5-isobutoxyphenyl)-4-hydroxypyridin-3-carboxamid